6-bromo-4-chloro-7-(3-methoxypropoxy)-N,N-dimethyl-quinoline-3-carboxamide BrC=1C=C2C(=C(C=NC2=CC1OCCCOC)C(=O)N(C)C)Cl